COC1=CC=C(C=C1)C1=NOC(=N1)N1CCC(CC1)C(=O)NCC1CN(CC1)CC=1N=C(SC1)C 1-(3-(4-Methoxyphenyl)-1,2,4-oxadiazol-5-yl)-N-((1-((2-Methylthiazol-4-yl)methyl)pyrrolidin-3-yl)methyl)piperidin-4-carboxamid